COC1=CC=C(CN2CCCCC2)C=C1 1-(4-methoxybenzyl)piperidine